CNC(=O)C=1C(=C2C(=NC1)N(C=C2)COCC[Si](C)(C)C)NC2=CC=CC=1C=3N(CCN(C12)C)C=NN3 N-methyl-4-((7-methyl-6,7-dihydro-5H-benzo[f][1,2,4]triazolo[4,3-d][1,4]diazepin-8-yl)amino)-1-((2-(trimethylsilyl)ethoxy)methyl)-1H-pyrrolo[2,3-b]pyridine-5-carboxamide